N-[4-(3-Cyanophenyl)-5-(3-fluoro-2,6-dimethyl-4-pyridyl)thiazol-2-yl]-2-oxa-6-azaspiro[3.3]heptane-6-carboxamide C(#N)C=1C=C(C=CC1)C=1N=C(SC1C1=C(C(=NC(=C1)C)C)F)NC(=O)N1CC2(COC2)C1